1-[4-({4-[(trimethylsilyl)ethynyl]thiophen-3-yloxy}methyl)benzyl]piperidine C[Si](C)(C)C#CC=1C(=CSC1)OCC1=CC=C(CN2CCCCC2)C=C1